N-methylbenzo[f]isoindoline CN1CC=2C=C3C(=CC2C1)C=CC=C3